2-(3,8-diazabicyclo[3.2.1]octan-3-yl)-5-(methyl-sulfinyl)-7-(thiazol-2-yl)benzo[d]oxazole C12CN(CC(CC1)N2)C=2OC1=C(N2)C=C(C=C1C=1SC=CN1)S(=O)C